7-diethylaminocoumarin-3-benzoate C(C)N(C1=CC=C2C=C(C(OC2=C1)=O)C1=CC=CC=C1C(=O)[O-])CC